(4-{[6-(5-chloro-2-fluorophenyl)-3-methanesulfonylpyridazin-4-yl]amino}pyridin-2-yl)-3-(4-methylpiperazin-1-yl)propanamide ClC=1C=CC(=C(C1)C1=CC(=C(N=N1)S(=O)(=O)C)NC1=CC(=NC=C1)C(C(=O)N)CN1CCN(CC1)C)F